azetidin-1-yl-{4-[6-(2-hydroxy-5-nitrobenzoyl)pyrazolo[1,5-a]pyrimidin-2-yl]phenyl}methanone N1(CCC1)C(=O)C1=CC=C(C=C1)C1=NN2C(N=CC(=C2)C(C2=C(C=CC(=C2)[N+](=O)[O-])O)=O)=C1